3-(5,5-Difluoro-3-(furan-3-yl)-4-hydroxy-5,6-dihydrocyclopenta[b]pyrrol-1(4H)-yl)-5-Fluorobenzonitrile FC1(C(C2=C(N(C=C2C2=COC=C2)C=2C=C(C#N)C=C(C2)F)C1)O)F